BrC=1C=CC(=NC1)N1N=CC=C1NC(OC(C)(C)C)=O tert-butyl (1-(5-bromopyridin-2-yl)-1H-pyrazol-5-yl)carbamate